2-O-(2-hydroxyisobutyl)-3-O-allylascorbic acid OC(COC=1C(=O)O[C@@H](C1OCC=C)[C@@H](O)CO)(C)C